4-Nitro-2-(6-azaspiro[2.5]oct-6-yl)benzonitrile [N+](=O)([O-])C1=CC(=C(C#N)C=C1)N1CCC2(CC2)CC1